O=C1NC(CCC1NC=1C=C(C=CC1)NC(CN1[C@H](CN(C[C@H]1C)C(=O)OC(C)(C)C)C)=O)=O tert-butyl (3s,5r)-4-(2-((3-((2,6-dioxopiperidin-3-yl) amino) phenyl) amino)-2-oxoethyl)-3,5-dimethylpiperazine-1-carboxylate